2-(3-(cycloheptylmethoxy)phenoxy)ethanamine C1(CCCCCC1)COC=1C=C(OCCN)C=CC1